C(C)NC(NCCCC\C=C/CCCCCCCCCC(=O)NCC(=O)[O-])=O.[Na+] Sodium (Z)-2-(16-(3-Ethylureido) hexadec-11-enamido)acetate